BrC=1C=C2C(=C(NC2=CC1)C(=O)OC)C1(CCC1)C(=O)OCC Methyl 5-bromo-3-(1-(ethoxycarbonyl)cyclobutyl)-1H-indole-2-carboxylate